BrC1=CC2=C(C=N1)C=NN2 6-bromo-1H-pyrazolo[4,3-c]pyridine